C1(CC1)C([C@@H](C(NC1=CC2=C(CC(O2)CN2C(N[C@@H](C2)C(F)(F)F)=O)C=C1)=O)NC(=O)C1=CC=NN1C(C)C)C1CC1 N-((2S)-1,1-dicyclopropyl-3-oxo-3-((2-(((S)-2-oxo-4-(trifluoromethyl)imidazolidin-1-yl)methyl)-2,3-dihydrobenzofuran-6-yl)amino)propan-2-yl)-1-isopropyl-1H-pyrazole-5-carboxamide